N1N=CC=C1C=1C=C(N)C=CC1 3-(1H-pyrazol-5-yl)aniline